N-(4-fluorophenyl)-5-propylpicolinamide FC1=CC=C(C=C1)NC(C1=NC=C(C=C1)CCC)=O